N1N=NC=C1C(=O)O 1H-1,2,3-triazole-5-carboxylic acid